N-cyclopentyl-5-hydroxy-2-methyl-2-(4-methylpent-3-en-1-yl)-7-pentyl-2H-chromen-6-carboxamide C1(CCCC1)NC(=O)C=1C(=C2C=CC(OC2=CC1CCCCC)(CCC=C(C)C)C)O